6-(4-((2R,6R)-4-acryloyl-6-methyl-1-(methylsulfonyl)piperazin-2-yl)-6-chloropyridin-2-yl)-N,2-dimethylpyrimidine-4-carboxamide C(C=C)(=O)N1C[C@H](N([C@@H](C1)C)S(=O)(=O)C)C1=CC(=NC(=C1)Cl)C1=CC(=NC(=N1)C)C(=O)NC